4-(6-chloro-4-methoxy-pyridazin-3-yl)morpholine ClC1=CC(=C(N=N1)N1CCOCC1)OC